1-carboxymethylpyridin-1-ium C(=O)(O)C[N+]1=CC=CC=C1